CC([C@@H](C(=O)N1[C@@H](C[C@H](C1)O)C(=O)NCC1=CC=C(C=C1)C1=C(N=CS1)C)NC(CCOCCOCCC(NC1=CC=C2C=CC(OC2=C1)=O)=O)=O)(C)C (2S,4R)-1-((S)-3,3-dimethyl-2-(3-(2-(3-oxo-3-((2-oxo-2H-chromen-7-yl)amino)propoxy)ethoxy)propanamido)butanoyl)-4-hydroxy-N-(4-(4-methylthiazol-5-yl)benzyl)pyrrolidine-2-carboxamide